trimethyl(1-butynyl)silane C[Si](C#CCC)(C)C